CN1N=C(C2=CC(=CC=C12)C1=C(N=C2N1N=C(C=C2NCC=2C=NC(=CC2)C)C)C)C 3-(1,3-dimethyl-1H-indazol-5-yl)-2,6-dimethyl-N-((6-methylpyridin-3-yl)methyl)imidazo[1,2-b]pyridazin-8-amine